3-isopropyl-1,2,5-oxadiazole 2-oxide C(C)(C)C1=[N+](ON=C1)[O-]